(R)-5-amino-N-((5-(2,6-difluorophenyl)pyridin-2-yl)methyl)-6-methyl-N-(5,6,7,8-tetrahydroquinolin-8-yl)-1H-pyrrolo[3,2-b]pyridine-2-carboxamide NC1=C(C=C2C(=N1)C=C(N2)C(=O)N([C@@H]2CCCC=1C=CC=NC21)CC2=NC=C(C=C2)C2=C(C=CC=C2F)F)C